4-(6-((1R,5S,6s)-6-(aminomethyl)-3-azabicyclo[3.1.0]hexan-3-yl)pyridin-3-yl)-6-(1-methyl-1H-pyrazol-4-yl)pyrazolo[1,5-a]pyridine-3-carbonitrile TFA salt OC(=O)C(F)(F)F.NCC1[C@@H]2CN(C[C@H]12)C1=CC=C(C=N1)C=1C=2N(C=C(C1)C=1C=NN(C1)C)N=CC2C#N